N(=[N+]=[N-])C[C@H](C)NC(OC)=O Methyl (S)-(1-azidopropan-2-yl)carbamate